(S)-4-(2-((3-aminopyrrolidin-1-yl)methyl)-5-(3,4,5-trimethylphenyl)-1-isopropyl-1H-pyrrolo[2,3-c]pyridin-4-yl)-2-fluorobenzonitrile N[C@@H]1CN(CC1)CC1=CC=2C(=CN=C(C2C2=CC(=C(C#N)C=C2)F)C2=CC(=C(C(=C2)C)C)C)N1C(C)C